CN1CC(N(CC1)C(=O)C1=C(C=C(C=C1)NC(=O)C1CC1)N1CC(CC1)C)C1=CC=CC=C1 N-[4-(4-methyl-2-phenylpiperazine-1-carbonyl)-3-(3-methylpyrrolidin-1-yl)phenyl]cyclopropanecarboxamide